C(=O)O.C(=O)O.CNC=1N=C(C(=NC1C=1C2=C(C=NC1)N(C=N2)C)C(=O)N)NC2=CC=C(C=C2)N2[C@H]1CN([C@@H](C2)C1)C 5-(Methylamino)-3-[4-[(1R-4R)-5-methyl-2,5-diazabicyclo[2.2.1]heptan-2-yl]anilino]-6-(3-methylimidazo[4,5-c]pyridin-7-yl)pyrazine-2-carboxamide bis-formate salt